N-cyclobutyl-3-((5-methyl-2-((3,4,5-trimethoxyphenyl)amino)pyrimidin-4-yl)amino)benzenesulfonamide C1(CCC1)NS(=O)(=O)C1=CC(=CC=C1)NC1=NC(=NC=C1C)NC1=CC(=C(C(=C1)OC)OC)OC